ClC=1C2=C(N=CN1)N(C(=C2)C)C2(CC2)C 4-chloro-6-methyl-7-(1-methylcyclopropyl)-7H-pyrrolo[2,3-d]pyrimidine